COC(C(C)(C)C1=CC(=CC=C1)C(CCCO)=O)=O 2-(3-(4-hydroxybutyryl)phenyl)-2-methylpropanoic acid methyl ester